4-[[2-(cyclopropylmethyl)-4-[3-[2-(3,3-difluorocyclobutyl)ethynyl]phenyl]-1H-pyrrol-3-yl]methyl]-2-fluoro-benzenesulfonamide C1(CC1)CC=1NC=C(C1CC1=CC(=C(C=C1)S(=O)(=O)N)F)C1=CC(=CC=C1)C#CC1CC(C1)(F)F